FC=1C(=CC=2C3=C(NC(C2C1)=O)COC[C@@H]3NC)F |r| racemic-8,9-difluoro-1-(methylamino)-1,5-dihydro-2H-pyrano[3,4-c]isoquinolin-6(4H)-one